N1CC(C1)C=1C=NC=CC1OC(C)C 3-(azetidin-3-yl)-4-(prop-2-yloxy)pyridine